Cl.C1(CCCCC1)C(C(=O)NC)N1C(=NC2=C1C=CC=C2)C2=C(C=C(C=C2)OC)OC 2-cyclohexyl-2-[2-(2,4-dimethoxy-phenyl)-benzimidazol-1-yl]-N-methyl-acetamide hydrochloride